NC1=C(C=CC(=C1N)Br)C1=CC(=CC(=C1)C1=C(C(=C(C=C1)Br)N)N)C1=C(C(=C(C=C1)Br)N)N 1,3,5-tri(2,3-diamino-4-bromophenyl)benzene